CN1CCN(CC1)C1=NC=C(C=N1)C1=CC=C(C=C1)NC1=CC(=CC=C1)C1=NC2=C(N1)C=C(C=C2)C(F)(F)F N-(4-(2-(4-methylpiperazin-1-yl)pyrimidin-5-yl)phenyl)-3-(6-(trifluoromethyl)-1H-benzo[d]imidazol-2-yl)aniline